C1(CC1)CN1C(C2=C(C(=C1)C#CC(C)(C)O)C(=C(N2)C)C(=O)OCC)=O ethyl 6-(cyclopropylmethyl)-4-(3-hydroxy-3-methyl-but-1-ynyl)-2-methyl-7-oxo-1H-pyrrolo[2,3-c]pyridine-3-carboxylate